N-(2-(5-fluoro-4-methoxy-1H-indol-3-yl)ethyl)-N-isopropylpropan-2-amine FC=1C(=C2C(=CNC2=CC1)CCN(C(C)C)C(C)C)OC